1,6-diazabicyclo[3.2.1]octan-6-yl hydrogen sulfate S(=O)(=O)(ON1C2CCCN(C1)C2)O